(R)-(1-cyclobutyl-3-methyl-azetidin-3-yl)-(5-pyrrolidin-1-yl-pyridin-3-yl)-(4-trifluoromethoxy-phenyl)-methanol C1(CCC1)N1CC(C1)(C)[C@](O)(C1=CC=C(C=C1)OC(F)(F)F)C=1C=NC=C(C1)N1CCCC1